C(C)OC(COC1=NOC(=C1)C(C(=O)OC)C(C)C)OCC methyl 2-[3-(2,2-diethoxyethoxy)isoxazol-5-yl]-3-methyl-butanoate